C(C)(C)(C)OC(=O)N[C@@H](CC(=O)OCC)C=1C(=C(C=C(C1F)C1CC1)C1=C(C=C(C=C1C)F)O)F Ethyl (3S)-3-((tert-butoxycarbonyl)amino)-3-(5-cyclopropyl-2,4,4'-trifluoro-2'-hydroxy-6'-methyl-[1,1'-biphenyl]-3-yl)propanoate